2,2-Diethyl-4-(pyridin-2-yl)tetrahydro-2H-pyran-4-ol C(C)C1(OCCC(C1)(O)C1=NC=CC=C1)CC